2-acetyl-3-methoxypyridin-4-one C(C)(=O)C1=NC=CC(C1OC)=O